C[C@H]1CN(CCN1CC(F)(F)F)C1=CC=C(C=C1)NC=1C=CC2=C(OCC(N2)=O)C1 (S)-7-((4-(3-methyl-4-(2,2,2-trifluoroethyl)piperazin-1-yl)phenyl)amino)-2H-benzo[b][1,4]oxazin-3(4H)-one